IC1=CC=C(S1)C(=O)N1CCN(CC1)C1=CC=C(C=C1)OC (5-Iodothiophen-2-yl)(4-(4-methoxyphenyl)piperazin-1-yl)methanone